FC12CCC(CC1)(CC2)N 4-fluorobicyclo[2.2.2]octan-1-amine